CN1CC(C1)(C)[C@](O)(C1=CC=C(C=C1)C(C)C)C=1C=NC=C(C1)C#CC1(CC1)C1=CC=C(C=C1)F (R)-(1,3-dimethyl-azetidin-3-yl)-{5-[1-(4-fluoro-phenyl)-cyclopropylethynyl]-pyridin-3-yl}-(4-isopropyl-phenyl)-methanol